3-(1-hydroxycyclobutyl)benzamide OC1(CCC1)C=1C=C(C(=O)N)C=CC1